4-[4-(3-Oxo-3-phenylprop-1-enyl)phenoxy]benzoic acid O=C(C=CC1=CC=C(OC2=CC=C(C(=O)O)C=C2)C=C1)C1=CC=CC=C1